indium silylamide [SiH3][NH-].[In+3].[SiH3][NH-].[SiH3][NH-]